FC=1C=C(CC=2C(C3=CC=CC=C3C(C2C)=O)=O)C=CC1 2-(3-fluorobenzyl)-3-methylnaphthalene-1,4-dione